N1N=CC2=CC(=CC=C12)C=1C=CC=2N(C3=CC=C(C=C3OC2C1)C=1C=C2C=NNC2=CC1)CC(CN1CC2(COC2)C1)O 1-(3,7-di(1H-indazol-5-yl)-10H-phenoxazin-10-yl)-3-(2-oxa-6-azaspiro[3.3]heptan-6-yl)propan-2-ol